Cl.FC(C1=CC=CC(=N1)C(=N)N)(F)F 6-(trifluoromethyl)pyridine-2-carboxamidine hydrochloride